6-fluoro-5-(1-(2-fluoro-4-methoxyphenyl)ethyl)-3-((3-fluorobenzyl)amino)-4H-benzo[e][1,2,4]thiadiazine 1,1-dioxide FC=1C=CC2=C(NC(=NS2(=O)=O)NCC2=CC(=CC=C2)F)C1C(C)C1=C(C=C(C=C1)OC)F